NC1=NN=C(S1)C1=CC=C(C=C1)C1=CC(=NC=N1)NCCN1C(=CC2=C(C=C(C=C12)F)C)C {6-[4-(5-Amino-[1,3,4]thiadiazol-2-yl)-phenyl]-pyrimidin-4-yl}-[2-(6-fluoro-2,4-dimethyl-indol-1-yl)-ethyl]-amine